3-[2-[5-(5-amino-4,5,6,7-tetrahydroindazol-2-yl)-7-methoxy-1-methyl-benzimidazol-2-yl]-1,9-diazatricyclo[6.3.1.04,12]dodeca-2,4(12),5,7-tetraen-9-yl]propan-1-ol NC1CC2=CN(N=C2CC1)C1=CC2=C(N(C(=N2)C=2N3CCN(C4=CC=CC(C2)=C34)CCCO)C)C(=C1)OC